(R)-tert-butyl ((1-(5-amino-1-cyclopropyl-1H-indazol-4-yl)piperidin-3-yl)methyl)(methyl)carbamate NC=1C(=C2C=NN(C2=CC1)C1CC1)N1C[C@@H](CCC1)CN(C(OC(C)(C)C)=O)C